ON1[C@@H]2CC[C@H](N(C1=O)C2)C(NS(=O)(=O)C2=NC=C(C=C2)OC)=N (2S,5R)-6-hydroxy-N-((5-methoxypyridin-2-yl)sulfonyl)-7-oxo-1,6-diazabicyclo[3.2.1]octane-2-carboximidamide